Tert-butyl (2S,4R)-4-hydroxy-2-([[4-(4-methyl-1,3-thiazol-5-yl)phenyl]methyl]carbamoyl)pyrrolidine-1-carboxylate O[C@@H]1C[C@H](N(C1)C(=O)OC(C)(C)C)C(NCC1=CC=C(C=C1)C1=C(N=CS1)C)=O